ClC1=C(C=2N=C(N=C(C2C=N1)N1CCOCC(C1)CNC(OC(C)(C)C)=O)OC[C@]12CCCN2C[C@@H](C1)F)F tert-butyl ((4-(7-chloro-8-fluoro-2-(((2R,7aS)-2-fluorotetrahydro-1H-pyrrolizin-7a(5H)-yl)methoxy)pyrido[4,3-d]pyrimidin-4-yl)-1,4-oxazepan-6-yl)methyl)carbamate